3-((tert-Butoxycarbonyl)amino)-1-oxa-8-azaspiro[4.5]decane-8-carboxylic acid (R)-benzyl ester C(C1=CC=CC=C1)OC(=O)N1CCC2(CC(CO2)NC(=O)OC(C)(C)C)CC1